C1C(CC12COCC2)NC(CCCCCCCC(=O)OCCC(CCCCC)CCCCC)CCCCCCCC(=O)OCCC(CCCCC)CCCCC bis(3-pentyloctyl) 9-((6-oxaspiro[3.4]octan-2-yl)amino)heptadecanedioate